N-(1,6-dimethyl-9H-xanthen-9-yl)-2-oxo-5-phenyl-6-(trifluoromethyl)-1,2-dihydropyridine-3-carboxamide CC1=CC=CC=2OC3=CC(=CC=C3C(C12)NC(=O)C=1C(NC(=C(C1)C1=CC=CC=C1)C(F)(F)F)=O)C